C(C)N1C(=O)NC(=O)C(C1=O)(CC)CC 1,5-diethyl-5-ethylbarbituric acid